C(#N)CN1C(C2=C(CC1)N(C(=C2)C(=O)OCC)C)=O ethyl 5-(cyanomethyl)-1-methyl-4-oxo-1H,4H,5H,6H,7H-pyrrolo[3,2-c]pyridine-2-carboxylate